CC(CCCCCCCCCC)S beta-dodecyl mercaptan